1-ethyl-3-methoxy-3,5-dimethyl-8-[[(1R)-1-[3-(1,1-difluoro-2-hydroxy-2-methyl-propyl)-2-fluoro-phenyl]ethyl]amino]pyrrolo[2,3-g]phthalazin-2-one C(C)N1C(C(C=2C1=CC=1C(=NN=C(C1C2)C)N[C@H](C)C2=C(C(=CC=C2)C(C(C)(C)O)(F)F)F)(C)OC)=O